C1(=CC=C(C=C1)C[C@H](C[C@H](C(=O)O[C@H]1[C@@H](CC[C@H](C1)C)C(C)C)C)N1C(C=CC1=O)=O)C1=CC=CC=C1 (1R,2S,5R)-2-isopropyl-5-methylcyclohexyl (2R,4S)-5-([1,1'-biphenyl]-4-yl)-4-(2,5-dioxopyrrol-1-yl)-2-methylpentanoate